(1S,4s)-1-methyl-4-(2-((3S,4R)-3-methyltetrahydro-2H-pyran-4-ylamino)-8-(2,4,6-trichlorophenylamino)-9H-purin-9-yl)cyclohexanecarboxamide CC1(CCC(CC1)N1C2=NC(=NC=C2N=C1NC1=C(C=C(C=C1Cl)Cl)Cl)N[C@H]1[C@@H](COCC1)C)C(=O)N